NCCCCCCCCCCCCCCCCCCCCN eicosamethylenediamine